P(=O)(OCC(C#CC1=CC=C(C=C1)N)N)(OC(C)(C)C)OC(C)(C)C 2-amino-4-(4-aminophenyl)but-3-yn-1-yl di-tert-butyl phosphate